C(C)(C)(C)OC(=O)N1C[C@H]([C@@H](C1)CC(C)C)C(=O)O |r| Racemic-trans-4-isobutyl-pyrrolidine-1,3-dicarboxylic acid 1-tert-butyl ester